tert-butyl 6-(1-benzyloxycarbonyl-3,6-dihydro-2H-pyridin-4-yl)-2-azaspiro[3.3]heptane-2-carboxylate C(C1=CC=CC=C1)OC(=O)N1CCC(=CC1)C1CC2(CN(C2)C(=O)OC(C)(C)C)C1